C(C)N1CC=2NN=C(C2C1)C=O (5-ethyl-1,4,5,6-tetrahydropyrrolo[3,4-c]pyrazol-3-yl)methanone